P(=O)([O-])([O-])[O-].[Cr+3].[Al+3].P(=O)([O-])([O-])[O-] aluminum-chromium phosphate